ClC=1C=C(N)C=C(C1OC=1C=C2C(=NNC2=CC1)C)Cl 3,5-dichloro-4-((3-methyl-1H-indazol-5-yl)oxy)aniline